C(CCC)[C@]1(C(=C(C(=O)O1)O)O)[C@@H](O)CO butylascorbic acid